C(=C)N1C=[N+](C=C1)CCCC vinyl-3-butyl-1H-imidazol-3-ium